FC1(OC2=C(O1)C=CC(=C2)C=2N=C(NC2)C2N(CCCC2)C(C(C)SC)=O)F 1-(2-(4-(2,2-difluorobenzo[d][1,3]dioxol-5-yl)-1H-imidazol-2-yl)piperidin-1-yl)-2-(methylthio)propan-1-one